C12COCC(CC1)N2C2=C(C=C1C(=N2)COC1)C(=O)O 2-(3-oxa-8-azabicyclo[3.2.1]oct-8-yl)-5,7-dihydrofuro[3,4-b]pyridine-3-carboxylic acid